2-[1-(furan-2-oxymethyl)-pentoxy]-isoindole-1,3-dione O1C(=CC=C1)OCC(CCCC)ON1C(C2=CC=CC=C2C1=O)=O